2-CHLORONAPHTHALENE-5-BORONIC ACID ClC1=CC=2C=CC=C(C2C=C1)B(O)O